phenoxycyclotriphosphazene nitrogen phosphorus [P].[N].O(C1=CC=CC=C1)P1=NP=NP=N1